BrC=1C=C(C(=NC1)[N+](=O)[O-])OC(C)C1=C(C=CC(=C1)F)C1=NC=NN1 5-(2-(1-((5-bromo-2-nitropyridin-3-yl)oxy)ethyl)-4-fluorophenyl)-1H-1,2,4-triazol